C1(CC1)N1C(=NC2=NC=C(C=C21)C=2C=CN1N=CN=C(C12)OC1CN(CC1)C)C 1-cyclopropyl-2-methyl-6-(4-((1-methylpyrrolidin-3-yl)oxy)pyrrolo[2,1-F][1,2,4]triazin-5-yl)-1H-imidazo[4,5-b]pyridine